ClC1=C(C=CC=C1Cl)C=1C=C2C(=NN(C2=CC1)C(C1=CC=CC=C1)(C1=CC=CC=C1)C1=CC=CC=C1)NC(=O)C1CCN(CC1)C N-[5-(2,3-dichlorophenyl)-1-trityl-1H-indazol-3-yl]-1-methylpiperidine-4-carboxamide